C(C)(C)OC=1C=C(C=CC1)C=1C=C2CCC(C(C2=CC1)NC(O[C@@H]1CN2CCC1CC2)=O)(C)C (S)-quinuclidin-3-yl (6-(3-isopropoxyphenyl)-2,2-dimethyl-1,2,3,4-tetrahydronaphthalen-1-yl)carbamate